5-amino-N-(4-(pyridin-2-yl)thiazol-2-yl)picolinamide NC=1C=CC(=NC1)C(=O)NC=1SC=C(N1)C1=NC=CC=C1